naphthyl(benzophenanthrenyl)anthracene-d8 C1(=CC=CC2=CC=CC=C12)C1=C2C(=C(C(=C(C2=C(C=2C(=C(C(=C(C12)[2H])[2H])[2H])[2H])[2H])[2H])[2H])[2H])C1=C2C=3C=CC=CC3C3=C(C2=CC=C1)C=CC=C3